3-Ethyl-5-methyl-2-(acetoxymethyl)-4-(2-ethyl-3-fluorophenyl)-6-methyl-1,4-dihydropyridine-3,5-dicarboxylate C(C)C1(C(NC(C(C1C1=C(C(=CC=C1)F)CC)(C(=O)[O-])C)C)COC(C)=O)C(=O)[O-]